C(C)C(C(=O)[O-])CCCC.C(C)C(C(=O)[O-])CCCC.[Zn+2] Zinc bis(2-ethyl hexanoate)